C1(CC(C(CC1)C(=O)O)C(=O)O)C1CC(C(CC1)C(=O)O)C(=O)O 3,3',4,4'-bicyclohexyltetracarboxylic acid